4-(PYRIDIN-4-YLMETHOXY)PHENYLBORONIC ACID N1=CC=C(C=C1)COC1=CC=C(C=C1)B(O)O